C(C)(C)(C)OC(=O)N1CC(C1)N1C(=NC(=C1)C(F)(F)F)C1=CC=C(C=C1)CN1C2=NC(=NC=C2N(C1=N)C)C1=C(C=CC=C1)C(C)C 3-[2-[4-[[8-imino-2-(2-isopropylphenyl)-7-methyl-purin-9-yl]methyl]phenyl]-4-(trifluoromethyl)imidazol-1-yl]azetidine-1-carboxylic acid tert-butyl ester